C(C)(C)(C)OC(NC(C(=O)NCC1=NC=CC=C1SC1CCCC1)(C)C)=O (1-(((3-(cyclopentylsulfanyl)pyridin-2-yl)methyl)amino)-2-methyl-1-oxopropan-2-yl)carbamic acid tert-butyl ester